2-(α-chloroacryloyloxy)ethylisocyanate ClC(C(=O)OCCN=C=O)=C